N1C=CC2=CC(=CC=C12)C1=CN(C2=NC=C(C=C21)C2=CC=C(CN1CCC(CC1)O)C=C2)S(=O)(=O)C2=CC=C(C)C=C2 1-(4-(3-(1H-INDOL-5-YL)-1-TOSYL-1H-PYRROLO[2,3-B]PYRIDIN-5-YL)BENZYL)PIPERIDIN-4-OL